C(C)(C)OC(CCCCCCCCCCCCC)=O.C(CCCCCC(C)C)OC(CCCCCC(C)C)=O.OCC 2-hydroxyethane isononyl-isononanoate isopropyl-myristate